C(C)NC(C(C)C)=O N-ethyl-dimethyl-acetamide